ClC1=C(C=C2C(=N1)ON=C2)F 6-Chloro-5-fluoroisoxazolo[5,4-b]pyridin